5-butyl-1-phenyl-1H-pyrazole-3-carboxylic acid ethyl ester C(C)OC(=O)C1=NN(C(=C1)CCCC)C1=CC=CC=C1